rhamnosyl-flavone C1([C@H](O)[C@H](O)[C@@H](O)[C@@H](O1)C)C1=C(OC2=CC=CC=C2C1=O)C1=CC=CC=C1